C(C1=CC=CC=C1)OC1=C(C=C(C=C1F)[C@@H](CN1C[C@@H]2[C@](C1)([C@H]([C@H](C2)OC2=C(C=CC=C2)F)O)O)O)F (3aS,4S,5S,6aR)-2-((S)-2-(4-(benzyloxy)-3,5-difluorophenyl)-2-hydroxyethyl)-5-(2-fluorophenoxy)hexahydrocyclopenta[c]pyrrole-3a,4(1H)-diol